n-propyl hydrogen phosphite P(OCCC)(O)[O-]